FC(OC=1C=C(C=CC1)C1CCN(CC1)C(=O)C1CC2(C1)NC(OC2)=O)(F)F (2s,4s)-2-(4-(3-(trifluoromethoxy)phenyl)piperidine-1-carbonyl)-7-oxa-5-azaspiro[3.4]Octane-6-one